NC1=C2C(=NC=N1)N(N=C2C2=CC=C(CNC(C1=C(C=CC(=C1)F)OC)=O)C=C2)C2CC(CCCC2)O N-(4-(4-amino-1-(3-hydroxycycloheptyl)-1H-pyrazolo[3,4-d]pyrimidin-3-yl)benzyl)-5-fluoro-2-methoxybenzamide